N[C@@]1(CN(CC1)C1=C(C2=CC=CC=C2C=C1)CN1C2=NC=NC(=C2N=C1)N)C(=O)NC1CC1 (S)-3-amino-1-(1-((6-amino-9H-purin-9-yl)methyl)naphthalen-2-yl)-N-cyclopropylpyrrolidine-3-carboxamide